C(C)(C)(C)OC(=O)N[C@@H](C(=O)O[C@H](C(=O)OCC1=CC=CC=C1)C)CCC1=CC=CC=C1 (S)-1-(benzyloxy)-1-oxopropan-2-yl (R)-2-((tert-butoxycarbonyl)amino)-4-phenylbutanoate